tert-butyl 4-[6-fluoro-2-(4-hydroxy-4-methyl-cyclohexyl)-3H-imidazo[4,5-b]pyridin-7-yl]piperidine-1-carboxylate FC=1C(=C2C(=NC1)NC(=N2)C2CCC(CC2)(C)O)C2CCN(CC2)C(=O)OC(C)(C)C